C1=C(C=CC2=CC=CC=C12)CC1=CC2=CC=CC=C2C=C1 di(naphthalen-2-yl)methane